ClC1=NNC(=C1C=O)C 3-CHLORO-5-METHYL-1H-PYRAZOLE-4-CARBALDEHYDE